NC=1SN=C2N(C(N(C(C21)=O)C2CCC1(CC3(C(N(C(N3)=O)C)=O)C1)CC2)=O)CCCC 3-Amino-7-butyl-5-((5R,7r,10R)-3-methyl-2,4-dioxo-1,3-diazadispiro[4.1.57.15]tridecan-10-yl)isothiazolo[3,4-d]pyrimidine-4,6(5H,7H)-dione